4-chloro-1-(4-fluorophenyl)pyrazolo[4,3-c]pyridine ClC1=NC=CC2=C1C=NN2C2=CC=C(C=C2)F